C(C)C1(CCCCCCC1)OC(=O)C1C2C3C4C=CC(C3C(C1)C2)C4 8-(1-ethylcyclooctyloxycarbonyl)-tetracyclo[4.4.0.12,5.17,10]-3-dodecene